OC1=NC2=C(N1)C=C(C=C2)C(F)(F)F 2-hydroxy-6-(trifluoromethyl)-1H-benzimidazole